ClC1=C(C=CC(=C1)Cl)N1N=C(C=C1)OCC=C(C(CNC)=NOC)C 5-[1-(2,4-dichlorophenyl)pyrazol-3-yl]oxy-2-methoxyimino-N,3-dimethylpent-3-enamine